[Cr].[Mo].[Ni].FC(OC=1C=C(C=CC1)NN)(F)F (3-(trifluoromethoxy)phenyl)hydrazine nickel-molybdenum-chromium